FC(N1C(=NC2=C(C=C(C=C2C1=O)F)[C@@H](C)NC1=C(C(=O)O)C=CC=C1)C1CCOCC1)F (R)-2-((1-(3-(difluoromethyl)-6-fluoro-4-oxo-2-(tetrahydro-2H-pyran-4-yl)-3,4-dihydroquinazolin-8-yl)ethyl)amino)benzoic acid